2-hydroxyethyl (R)-1-((4'-(1,1,1,3,3,3-hexafluoro-2-hydroxypropan-2-yl)-[1,1'-biphenyl]-4-yl)methyl)-4-(pyridin-4-ylmethyl)piperazine-2-carboxylate FC(C(C(F)(F)F)(O)C1=CC=C(C=C1)C1=CC=C(C=C1)CN1[C@H](CN(CC1)CC1=CC=NC=C1)C(=O)OCCO)(F)F